C(C)(C)C=1C(=C(C=CC1)OP(OC1=C(C(=CC=C1)C(C)C)C(C)C)OC1=C(C(=CC=C1)C(C)C)C(C)C)C(C)C Tris(di-iso-propylphenyl)phosphite